C1(CCCC1)C=1C=NC(=NC1)NC(C1=C(C=CC(=C1)[N+](=O)[O-])SC1=C(C=CC=C1)F)=O N-(5-cyclopentylpyrimidin-2-yl)-2-[(2-fluorophenyl)sulfanyl]-5-nitrobenzamide